COC=1C=C(C=CC1OC1CC(C1)N(C)C)NC1=NC=CC(=N1)NC=1C(=NC2=CC=CC=C2C1)C(=O)O 3-(2-{3-methoxy-4-[(1s,3s)-3-(dimethylamino)cyclobutoxy]phenylamino}-4-pyrimidinylamino)-2-quinolinecarboxylic acid